COC1=C(CNCCCN2CC(C2)OC=2C=C3C(N(C(C3=CC2)=O)C2C(NC(CC2)=O)=O)=O)C(=CC(=C1)C1=CN(C(C2=CN=CC=C12)=O)C)OC 5-((1-(3-((2,6-Dimethoxy-4-(2-Methyl-1-Oxo-1,2-Dihydro-2,7-Naphthyridin-4-Yl)Benzyl)Amino)Propyl)Azetidin-3-Yl)Oxy)-2-(2,6-Dioxopiperidin-3-Yl)Isoindoline-1,3-Dione